(benzyl-(methyl)amino)-N-(3-methoxyphenyl)-7-(1H-pyrazol-4-yl)pyrazolo[1,5-a]pyrimidine-2-carboxamide C(C1=CC=CC=C1)N(C)C=1C(=NN2C1N=CC=C2C=2C=NNC2)C(=O)NC2=CC(=CC=C2)OC